O1CC=NC=C1 2H-1,4-oxazin